7-((1R,3s,5S,6r)-6-(1-(2,2-difluoroethyl)-5-(trifluoromethyl)-1H-pyrazol-3-yl)bicyclo[3.1.0]hexan-3-yl)-2-thia-7-azaspiro[3.5]nonane 2,2-dioxide FC(CN1N=C(C=C1C(F)(F)F)C1[C@H]2CC(C[C@@H]12)N1CCC2(CS(C2)(=O)=O)CC1)F